C(C)(C)C1=CC=C(C=C1)N1N=NC(=C1)C1=CC=C(C(=O)O)C=C1 4-(1-(4-isopropylphenyl)-1H-1,2,3-triazol-4-yl)benzoic acid